N-[2-ethyl-3-(1,4-dimethylpentyl)phenyl]-N'-phenyl-1,4-phenylenediamine C(C)C1=C(C=CC=C1C(CCC(C)C)C)NC1=CC=C(C=C1)NC1=CC=CC=C1